3-(6-((R)-3-(hydroxymethyl)pyrrolidin-1-yl)-1-methyl-1H-indazol-3-yl)piperidine-2,6-dione OC[C@H]1CN(CC1)C1=CC=C2C(=NN(C2=C1)C)C1C(NC(CC1)=O)=O